[1,4]Oxazin-6-amine O1CC=NC=C1N